(2R,4R)-4-HYDROXY-N,N-BIS(4-METHOXYBENZYL)HEX-5-ENE-2-SULFONAMIDE O[C@H](C[C@@H](C)S(=O)(=O)N(CC1=CC=C(C=C1)OC)CC1=CC=C(C=C1)OC)C=C